5-methoxy-2-(4-methylthiazol-2-yl)pyrimidine-4,6-diol COC=1C(=NC(=NC1O)C=1SC=C(N1)C)O